COC1=CC=C(C=C1)N(C1=CC=CC=C1)C(C1=CC=CC=C1)=O N-(4-methoxyphenyl)benzanilide